2-ethyl-3-propyl-1,3-propylene glycol C(C)C(CO)C(CCC)O